propionic acid (3-phenoxyphenyl)methyl ester O(C1=CC=CC=C1)C=1C=C(C=CC1)COC(CC)=O